C(C)(C)(C)OC(=O)N1CCC(=CC1)C=1N=NC(=C(C1)C1=C(C=C(C=C1)F)C(N(C(C)C)CC)=O)CO 4-(5-{2-[ethyl(isopropyl)carbamoyl]-4-fluorophenyl}-6-(hydroxymethyl)pyridazin-3-yl)-1,2,3,6-tetrahydropyridine-1-carboxylic acid tert-butyl ester